ethyl (E)-3-(4-chloro-7-isopropyl-7H-pyrrolo[2,3-d]pyrimidin-6-yl)acrylate ClC=1C2=C(N=CN1)N(C(=C2)/C=C/C(=O)OCC)C(C)C